FC=1C=C(C=CC1)S(=O)(=O)NN1C(NN=C(C1)C)=O 3-fluoro-N-(6-methyl-3-oxo-2,3-dihydro-1,2,4-triazin-4(5H)-yl)benzenesulfonamide